CC(=CCC)C dimethyl-ethyl-ethylene